N-{[1,1'-Biphenyl]-4-yl}-N-(4-{1',3'-diphenylspiro[fluorene-9,8'-indeno[1,2-c]thiophen]-7-yl}phenyl)-9,9-dimethyl-9H-fluorene-2-amine C1(=CC=C(C=C1)N(C1=CC=2C(C3=CC=CC=C3C2C=C1)(C)C)C1=CC=C(C=C1)C1=CC=C2C=3C=CC=CC3C3(C=4C=CC=CC4C4=C(SC(=C43)C4=CC=CC=C4)C4=CC=CC=C4)C2=C1)C1=CC=CC=C1